C(C)(C)(C)OC1CN(C1)C(=O)NC1C2=C(OCCC1)C=C(C=C2)C2=NC(=NC=C2)NC=2C=NN(C2)C 3-(tert-butoxy)-N-(8-(2-((1-methyl-1H-pyrazol-4-yl)amino)pyrimidin-4-yl)-2,3,4,5-tetrahydrobenzo[b]oxepin-5-yl)azetidine-1-carboxamide